(S,E)-7-amino-3-(1-(4-methoxybut-2-enoyl)piperidin-3-yl)-1-(4-phenoxyphenyl)-1,5-dihydro-4H-pyrrolo[2,3-d]pyridazin-4-one NC1=NNC(C2=C1N(C=C2[C@H]2CN(CCC2)C(\C=C\COC)=O)C2=CC=C(C=C2)OC2=CC=CC=C2)=O